CC(CC(C)C)N(C1=CC=C(C=C1)N)C1=CC=CC=C1 1,3-dimethylbutyl-N'-phenyl-p-phenylenediamine